2-(4-(2-(4-chlorobenzoylamino)-ethyl) phenoxy)-2-methyl-propionate ClC1=CC=C(C(=O)NCCC2=CC=C(OC(C(=O)[O-])(C)C)C=C2)C=C1